1-ethyl-2-(2-heptadecen-1-yl)-4,5-dihydro-3-(2-hydroxyethyl)-1H-imidazolium ethylsulfate C(C)OS(=O)(=O)[O-].C(C)N1C(=[N+](CC1)CCO)CC=CCCCCCCCCCCCCCC